ClC1=NN2C(N=CC(=C2C(C)OCCOC)NC(N)=O)=C1 3-(2-chloro-7-(1-(2-methoxyethoxy)ethyl)pyrazolo[1,5-a]pyrimidin-6-yl)urea